C(C)OC(=O)C=1O[C@]([C@H](C1C1=C(C(=C(C=C1)F)F)OC)OC)(C(F)(F)F)C (4S,5R)-3-(3,4-difluoro-2-methoxyphenyl)-4-methoxy-5-methyl-5-(trifluoromethyl)-4,5-dihydrofuran-2-carboxylic acid ethyl ester